5-chloro-3-fluoro-2-(4-{[(3R)-oxacyclohex-3-yl]amino}pyrrolo[1,2-d][1,2,4]triazin-1-yl)phenol ClC=1C=C(C(=C(C1)O)C=1C=2N(C(=NN1)N[C@H]1COCCC1)C=CC2)F